Ethyl 3-(4-amino-2-fluoro-5-methoxyphenyl)-4-nitrobutyrate NC1=CC(=C(C=C1OC)C(CC(=O)OCC)C[N+](=O)[O-])F